N-(4-bromo-2,6-dimethylphenyl)bicyclo[3.1.0]hexane-1-carboxamide-d BrC1=CC(=C(C(=C1)C)N(C(=O)C12CCCC2C1)[2H])C